tetradecane-1,14-dioic acid C(CCCCCCCCCCCCC(=O)O)(=O)O